ClCOC(NC1CC(CCC1)OC)=O 3-Methoxycyclohexylcarbamic acid chloromethyl ester